BrC1=C2C=CC(=CC2=CC=C1)C(=O)N[C@@H]1CCO[C@]12O[C@@H]([C@@H]([C@@H]([C@H]2O)N2N=NC(=C2)C2=CC(=C(C(=C2)F)F)F)O)CO 5-bromo-N-((4r,5s,7r,8r,9s,10r)-8,10-dihydroxy-7-(hydroxymethyl)-9-(4-(3,4,5-trifluorophenyl)-1H-1,2,3-triazol-1-yl)-1,6-dioxaspiro[4.5]dec-4-yl)-2-naphthamide